S1C=C(C=C1)CNC(=O)C12N=CC3C(C1N(CC2C3)CC(C)C)CC(C)C N-(3-thienyl)methyl-1,7-diisobutyl-1,2,3,6,7,7a-hexahydro-3aH-3,6-methanopyrrolo[3,2-b]pyridine-3a-carboxamide